C(C)(C)(C)OC(=O)C(CCCCCCCC)C Decane-9-carboxylic acid tert-butyl ester